2-amino-4-(dimethylaminoethylamino)carbonyl-pyridine NC1=NC=CC(=C1)C(=O)NCCN(C)C